CSCCC=1C(=C(C=CC1SC)O)C 2,4-dimethylthioethyl-methylphenol